ClC1=C(C=CC=C1)P(C1=CC=CC=C1)C1=CC=CC=C1.[Au+] gold (I) chloro(triphenylphosphine)